3,8-bis(1-(4-fluorobutoxy)ethyl)porphyrin dipotassium salt [K].[K].FCCCCOC(C)C=1C=C2NC1C=C1C=C(C(=N1)C=C1C=CC(N1)=CC=1C=CC(N1)=C2)C(C)OCCCCF